C(C)(C)C1CCC(CC1)N(C(C1=CC(C(=O)N)=CC(=C1)NC(=O)C1CCC(CC1)C(C)(C)C)=O)C1CCC(CC1)C(C)C N,N-bis(4-isopropylcyclohexyl)-5-(4-tert-butylcyclohexylcarbonylamino)isophthalamide